C1(=CC=CC=C1)N1N=C2C=CC(=CC2=C1C1=C(C=CC=C1)F)Cl 2-phenyl-3-(2-fluorophenyl)-5-chloro-2H-indazole